COC1=C2C(=NC=C1)NC(=N2)N[C@@H]2C[C@H](CC2)NC2=CC=C(C=N2)N2C(C=CC=C2)=O 6'-(((1S,3S)-3-((7-Methoxy-3H-imidazo[4,5-b]pyridin-2-yl)amino)cyclopentyl)amino)-2H-[1,3'-bipyridin]-2-one